C(CCC)C1N(S(C2=C(N(C1)C1=CC=C(C=C1)F)C=C(C(=C2)O/C=C/C(=O)O)SCC)(=O)=O)C racemic-(E)-3-((3-butyl-7-(ethylthio)-5-(4-fluorophenyl)-2-methyl-1,1-dioxido-2,3,4,5-tetrahydro-1,2,5-benzothiadiazepin-8-yl)oxy)acrylic acid